2'-chloro-N-(5-(1-ethyl-1H-pyrazole-3-carbonyl)-5,6-dihydro-4H-pyrrolo[3,4-d]thiazol-2-yl)-5'-methoxy-6-methyl-[4,4'-bipyridine]-3-carboxamide ClC1=NC=C(C(=C1)C1=C(C=NC(=C1)C)C(=O)NC=1SC2=C(N1)CN(C2)C(=O)C2=NN(C=C2)CC)OC